2-methyl-N-{cis-3-[methyl(7H-pyrrolo[2,3-d]pyrimidin-4-yl)amino]cyclobutyl}-1,3-thiazole-5-sulfonamide CC=1SC(=CN1)S(=O)(=O)N[C@@H]1C[C@@H](C1)N(C=1C2=C(N=CN1)NC=C2)C